C1(CC1)C1=NNC(=N1)C1CC2(CN(C2)C(=O)N2CC3(C2)CC(C3)CC=3C=C2C(=NNC2=CC3)C(F)(F)F)C1 [6-(3-cyclopropyl-1H-1,2,4-triazol-5-yl)-2-azaspiro[3.3]heptan-2-yl]-[6-[[3-(trifluoromethyl)-1H-indazol-5-yl]methyl]-2-azaspiro[3.3]heptan-2-yl]methanone